lauroyl glutamate sodium salt [Na+].N[C@@H](CCC(=O)[O-])C(=O)OC(CCCCCCCCCCC)=O